CN1C(C(CCC1=O)N1C(C2=CC=CC(=C2C1)NC(CCCC(=O)O)=O)=O)=O 5-((2-(1-methyl-2,6-dioxopiperidin-3-yl)-1-oxoisoindolin-4-yl)amino)-5-oxopentanoic acid